Methyl 2-((3S,5S)-1-(4-(trifluoromethyl)benzyl)-5-(4-(trifluoromethyl)phenyl)piperidin-3-yl)acetate FC(C1=CC=C(CN2C[C@@H](C[C@H](C2)C2=CC=C(C=C2)C(F)(F)F)CC(=O)OC)C=C1)(F)F